C(C1=CC=CC=C1)OC1=C(C=CC2=C1CN(S2(=O)=O)CC2=CC=C(C=C2)OC)Br 4-(benzyloxy)-5-bromo-2-(4-methoxybenzyl)-2,3-dihydrobenzo[d]isothiazole 1,1-dioxide